(2-(4-(trifluoromethoxy)phenyl)oxazol-5-yl)methanol FC(OC1=CC=C(C=C1)C=1OC(=CN1)CO)(F)F